2-amino-5-(4-((1R,5S)-3-(4,4-difluorocyclohexyl)-3-azabicyclo[3.1.0]Hex-1-yl)phenyl)nicotinic acid NC1=C(C(=O)O)C=C(C=N1)C1=CC=C(C=C1)[C@@]12CN(C[C@H]2C1)C1CCC(CC1)(F)F